C(C)(C)(C)OC(=O)N1N=CC=2C1=NC=CC2S 4-mercapto-1H-pyrazolo[3,4-b]pyridine-1-carboxylic acid tert-butyl ester